4-methylaminobutanol CNCCCCO